O[C@@H]1C[C@H]2[C@@H]([C@H]([C@@H]1O2)C(=O)NC2=CC(=CC=C2)C(F)(F)F)C2=CC(=NC=C2)C (1S,2R,3S,4S,6R)-6-hydroxy-3-(2-methylpyridin-4-yl)-N-(3-(trifluoromethyl)benzeneYl)-7-oxabicyclo[2.2.1]Heptane-2-carboxamide